CN(CC(=O)OC(C)(C)C)C(=O)C=1OC=C(C1)\N=N\C1=C(OC=C1)COC(=O)OC1=CC=C(C=C1)[N+](=O)[O-] tert-butyl (E)-N-methyl-N-(4-((2-((((4-nitrophenoxy)carbonyl)oxy)methyl)furan-3-yl)diazenyl)furan-2-carbonyl)glycinate